Cl.Cl.NC1=C2C(=C(N=N1)OC(C)C)N(C(=N2)CCCC)CC2=CC=C(CNC1CC(C1)O)C=C2 (1R,3R)-3-((4-((4-amino-2-butyl-7-isopropoxy-1H-imidazo[4,5-d]pyridazin-1-yl)methyl)benzyl)amino)cyclobutan-1-ol dihydrochloride salt